(2R,3S)-1,4-bis(2-imidazol-1-ylethyl-sulfanyl)butane-2,3-diol N1(C=NC=C1)CCSC[C@@H]([C@@H](CSCCN1C=NC=C1)O)O